N-(4-(8-fluoro-7-isopropoxy-1,3,4,5-tetrahydro-2H-benzo[c]azepine-2-yl)-2,6-dimethyl-phenyl)-3,3-dimethylbutyramide FC=1C(=CC2=C(CN(CCC2)C2=CC(=C(C(=C2)C)NC(CC(C)(C)C)=O)C)C1)OC(C)C